1-Hydroxy-1-methyl-3-(5-((5-(4-(trifluoromethyl)phenyl)oxazol-2-yl)amino)pyridin-2-yl)urea ON(C(=O)NC1=NC=C(C=C1)NC=1OC(=CN1)C1=CC=C(C=C1)C(F)(F)F)C